N-(4-(6-ethoxypyrazin-2-yl)-2-fluorophenyl)-2-methyl-2-(2-(methylsulfonamido)thiazol-4-yl)propanamide C(C)OC1=CN=CC(=N1)C1=CC(=C(C=C1)NC(C(C)(C=1N=C(SC1)NS(=O)(=O)C)C)=O)F